[Cr](=O)(=O)([O-])O[Cr](=O)(=O)[O-].[Mg+2] Magnesium dichromat